2-Methyl-3-(4-methoxyphenyl)propanal CC(C=O)CC1=CC=C(C=C1)OC